ClC=1C=C(C=CC1)C1=CC(=CC=C1)C1=NC(=NC(=C1)C1=CC=CC=C1)C1=CC=CC=C1 4-(3'-chloro-biphenyl-3-yl)-2,6-diphenyl-pyrimidine